acryloyloxyhexyl phosphorothioate P(OCCCCCCOC(C=C)=O)([O-])([O-])=S